4-(4-(1-(4-((S)-2-(3-Chloro-4-cyanophenyl)-3-methyl-2,8-diazaspiro[4.5]decan-8-yl)benzoyl)piperidin-4-yl)piperazin-1-yl)-N-((S)-2,6-dioxopiperidin-3-yl)-2-fluorobenzamide ClC=1C=C(C=CC1C#N)N1CC2(C[C@@H]1C)CCN(CC2)C2=CC=C(C(=O)N1CCC(CC1)N1CCN(CC1)C1=CC(=C(C(=O)N[C@@H]3C(NC(CC3)=O)=O)C=C1)F)C=C2